1-[(3,4-difluorophenyl)methyl]-4-hydroxypiperidin FC=1C=C(C=CC1F)CN1CCC(CC1)O